OCCN1C2=CC=CC=C2C=2C=CC=CC12 N-(beta-hydroxyethyl)carbazole